(R)-N-(3-(1-((2-amino-5-chloropyridin-3-yl)oxy)ethyl)-phenyl)-3-methoxybenzamide NC1=NC=C(C=C1O[C@H](C)C=1C=C(C=CC1)NC(C1=CC(=CC=C1)OC)=O)Cl